C(C)(=O)N1CC=2N(CC1)C(=NC2C=2C=CC=C1C=C(N=CC21)C=2C=CC(=NC2)OCCCCCCC2=C1CN(C(C1=CC=C2)=O)C2C(NC(CC2)=O)=O)CC 3-(4-(6-((5-(8-(7-Acetyl-3-ethyl-5,6,7,8-tetrahydroimidazo[1,5-a]pyrazin-1-yl)isoquinolin-3-yl)pyridin-2-yl)oxy)hexyl)-1-oxoisoindolin-2-yl)piperidine-2,6-dione